ethyldiethyl-methylammonium methylsulfate COS(=O)(=O)[O-].C(C)[N+](C)(CC)CC